N,N-dimethylaminopropyl-methyl-dimethoxysilane CN(C)CCC[Si](OC)(OC)C